5-chloro-N-[2,4-difluoro-3-[1-(5-methyl-4-[[2-(trimethylsilyl)ethoxy]methyl]-1,2,4-triazol-3-yl)imidazo[1,5-a]pyridin-6-yl]phenyl]-2-methylpyridine-3-sulfonamide ClC=1C=C(C(=NC1)C)S(=O)(=O)NC1=C(C(=C(C=C1)F)C=1C=CC=2N(C1)C=NC2C2=NN=C(N2COCC[Si](C)(C)C)C)F